N-hexadecyl-2-(3,4,5-tritetrahydropyranyloxyphenyl)-3,5,7-tritetrahydropyranyloxyquinolin-4-one C(CCCCCCCCCCCCCCC)N1C(=C(C(C2=C(C=C(C=C12)OC1OCCCC1)OC1OCCCC1)=O)OC1OCCCC1)C1=CC(=C(C(=C1)OC1OCCCC1)OC1OCCCC1)OC1OCCCC1